CC(C)(C)NS(=O)(=O)C=1C=C(C=CC1)NC1=NC(=NC=C1)NC1=CC=C(C=C1)OC1=CC=CC=C1 N4-(3-[N-(1,1-Dimethylethyl)sulfamoyl]phenyl)-N2-[4-phenoxyphenyl]pyrimidine-2,4-diamine